BrC=1C(=CC(=C(C1)C#CC=1C=CC(=NC1)C(=O)O)NS(=O)(=O)C=1C=CC(=C2C=CC=NC12)OC)F 5-{2-[5-bromo-4-fluoro-2-(5-methoxy-quinoline-8-sulfonamido)phenyl]-ethynyl}pyridine-2-carboxylic acid